C(C)(C)(C)C1CCC(CC1)C=O 4-tert-butyl-cyclohexane-1-carbaldehyde